N1=CC=C(C=C1)CCCN 3-(pyridin-4-yl)propan-1-amine